2-[3-[(2R,5S)-5-(aminomethyl)-3-oxo-1,4-thiazepan-2-yl]phenyl]benzamide NC[C@H]1NC([C@H](SCC1)C=1C=C(C=CC1)C1=C(C(=O)N)C=CC=C1)=O